CS(=O)(=N)NC1=CC=CC=C1 (methylsulfonimidoyl)aniline